C(C)OC(=O)C=1SC(CC1)C(=O)OCC thiolene-2,5-dicarboxylic acid diethyl ester